C(C)(C)C1=CC=C(C=C1)CC(C)C1OCC(O1)C(CC(=O)C1=CC=CC=C1)C 3-(2-(1-(4-isopropylphenyl)propan-2-yl)-1,3-dioxolan-4-yl)-1-phenylbutan-1-one